(E)-2-((((1-methylcyclopropyl)methyl)imino)methyl)-5-(trifluoromethyl)phenol CC1(CC1)C\N=C\C1=C(C=C(C=C1)C(F)(F)F)O